FC1=CC=C(C=C1)C1=C(NC(=N1)C(F)(F)F)C(=O)NC=1C=CC(=C(C1)NC(=O)C1=CNC2=NC=CC=C12)C 1H-7-Azaindole-3-carboxylic acid (5-{[5-(4-fluoro-phenyl)-2-trifluoromethyl-3H-imidazole-4-carbonyl]-amino}-2-methyl-phenyl)-amide